tert-Butyl 3-(5-methoxy-1-methylindol-3-yl)-5,6-dihydro-2H-pyridine-1-carboxylate COC=1C=C2C(=CN(C2=CC1)C)C=1CN(CCC1)C(=O)OC(C)(C)C